C1(CC1)N1N=C2N(C(N([C@H](C2=C1)C)C1CCN(CC1)C=1C(=NC=CC1C)OC)=O)CC1=C(C=CC=C1)C(F)(F)F |o1:9| (S)- or (R)-2-Cyclopropyl-5-(2'-methoxy-4'-methyl-3,4,5,6-tetrahydro-2H-[1,3']bipyridinyl-4-yl)-4-methyl-7-(2-trifluoromethylbenzyl)-2,4,5,7-tetrahydro-pyrazolo[3,4-d]pyrimidin-6-one